C1(CC1)C1=CC(=NN1)NC(CC1=NN(C=C1)C1=NC(=CC=C1)C)=O N-(5-cyclopropyl-1H-pyrazol-3-yl)-2-(1-(6-methylpyridin-2-yl)-1H-pyrazol-3-yl)acetamide